OC(=O)C(F)(F)F.C(C1=CC=CC=C1)O[C@@H]1NCCOC1CCC(=O)O (S)-3-(benzyloxy)-2-morpholinepropanoic acid TFA salt